CC1CCC(C2=CC=CC=C12)=O 4-methyl-3,4-dihydro-2H-naphthalen-1-one